C(C)OC(C)=O.OCC(=O)O Hydroxyacetic acid ethyl-acetate